C(C)N1N=C2N=CC(=CC2=C1N(C=1SC(=C(N1)C1=CC=C(C=C1)F)C#N)C)N1CC2(C1)CN(C2)C(=O)C2CCOCC2 2-((2-ethyl-5-(6-(tetrahydro-2H-pyran-4-carbonyl)-2,6-diazaspiro[3.3]heptan-2-yl)-2H-pyrazolo[3,4-b]pyridin-3-yl)(methyl)amino)-4-(4-fluorophenyl)thiazole-5-carbonitrile